tert-butyl [(2S,3R)-8-fluoro-3,6-dihydroxy-7-(1,1,4-trioxo-1λ6,2,5-thiadiazolidin-2-yl)-1,2,3,4-tetrahydronaphthalen-2-yl]carbamate FC=1C(=C(C=C2C[C@H]([C@H](CC12)NC(OC(C)(C)C)=O)O)O)N1S(NC(C1)=O)(=O)=O